C(C1=CC=CC=C1)NCCN N'-benzylethane-1,2-diamine